tert-butyl 3-[[(2,3-dichloro-6-hydroxyphenyl)(pyridin-4-yl)methyl]carbamoyl]azetidine-1-carboxylate ClC1=C(C(=CC=C1Cl)O)C(C1=CC=NC=C1)NC(=O)C1CN(C1)C(=O)OC(C)(C)C